C(C)O\N=C(\CC(C(F)(F)F)(O)C1=CC(=C(C=C1OC)N=CN(C)CC)C)/C N'-[4-[(3E)-3-ethoxyimino-1-hydroxy-1-(trifluoromethyl)butyl]-5-methoxy-2-methyl-phenyl]-N-ethyl-N-methyl-formamidine